C(C)C(C(=O)N)C ethyl-propanamide